N-(2-(diethylaminomethylthio)ferrocenyl)-4-fluorobenzamide C(C)N(CC)CSC=1[C-](C=CC1)NC(C1=CC=C(C=C1)F)=O.[CH-]1C=CC=C1.[Fe+2]